C(C)N1CN(CC=2C1=CN(C2)CC2=CC=CC1=CC=CC=C21)C 1-Ethyl-3-methyl-6-(naphthalen-1-ylmethyl)-1,6-dihydro-2H-pyrrolo[3,4-d]Pyrimidine